C1(CC1)C1=C(C=CC(=C1)N1C[C@H]2CC[C@@H](C1)N2C)NC2=NC=C(C(=N2)NCCCN2C(CCCC2)=O)C(F)F 1-(3-((2-((2-cyclopropyl-4-((1R,5S)-8-methyl-3,8-diazabicyclo[3.2.1]octan-3-yl)phenyl)amino)-5-(difluoromethyl)pyrimidin-4-yl)amino)propyl)piperidin-2-one